C(C1=CC=CC=C1)C1=CC2=C(N=C(N=C2)NC2=CC=C(C=N2)N2C(CCC2)C(=O)O)N(C1=O)C1CCCC1 1-[6-(6-Benzyl-8-cyclopentyl-7-oxo-7,8-dihydro-pyrido[2,3-d]pyrimidin-2-ylamino)-pyridin-3-yl]-pyrrolidine-2-carboxylic acid